O[C@@H]1C(=O)OCC1 (S)-alpha-hydroxy-gamma-butyrolactone